4-(cyclopropylamino)tetrahydro-2H-pyran C1(CC1)NC1CCOCC1